CN(C1=NC(=C(C=C1)[N+](=O)[O-])C)C1CCNCC1 N,6-dimethyl-5-nitro-N-(piperidin-4-yl)pyridin-2-amine